(S)-7-chloro-N-(3-((3-(dimethylamino)pyrrolidin-1-yl)methyl)-5-(trifluoromethyl)phenyl)-1-methyl-6-((4-(methylamino)pyrazolo[1,5-a]pyrazin-3-yl)oxy)-1H-imidazo[4,5-b]pyridin-2-amine ClC1=C2C(=NC=C1OC=1C=NN3C1C(=NC=C3)NC)N=C(N2C)NC2=CC(=CC(=C2)C(F)(F)F)CN2C[C@H](CC2)N(C)C